(S or R)-4-((6-(2-hydroxy-6-methyl-4-(trifluoromethyl)phenyl)-2H-pyrazolo[3,4-b]pyrazin-2-yl)methyl)-1-methylpyrrolidin-2-one OC1=C(C(=CC(=C1)C(F)(F)F)C)C=1C=NC=2C(N1)=NN(C2)C[C@H]2CC(N(C2)C)=O |o1:22|